((4-bromo-1H-inden-3-yl)oxy)(tert-butyl)dimethylsilane BrC1=C2C(=CCC2=CC=C1)O[Si](C)(C)C(C)(C)C